5-(piperazin-1-yl)-N-(spiro[3.3]hept-2-yl)picolinamide hydrochloride Cl.N1(CCNCC1)C=1C=CC(=NC1)C(=O)NC1CC2(C1)CCC2